6-(prop-1-en-2-yl)isoindolin-1-one C=C(C)C1=CC=C2CNC(C2=C1)=O